COCOC1=C(C=CC=C1)C=1N=NC2=CC=C(C=C2C1)O 3-(2-(methoxymethoxy)phenyl)cinnolin-6-ol